C(C)(C)(C)OC(=O)N(CCCNC1=NC2=C(C3=CN=CC=C13)C=CC(=C2)C(=O)O)C 5-((3-((tert-butoxycarbonyl)(methyl)amino)propyl)amino)benzo[c][2,6]naphthyridine-8-carboxylic acid